C1(CC1)C=1C=C(C(=C(C1)[C@@H](C(=O)O)N1C[C@@H](CC1)OCCCCCC1=NC=2NCCCC2C=C1)OC)F (S)-2-(5-cyclopropyl-3-fluoro-2-methoxyphenyl)-2-((R)-3-((5-(5,6,7,8-tetrahydro-1,8-naphthyridin-2-yl)pentyl)oxy)pyrrolidin-1-yl)acetic acid